[NH4+].[Mg+2] magnesium compound with ammonium